[S-2].[V+5].[Ag+].[S-2].[S-2] silver-vanadium sulfide